(R)-N-[(1E)-1-[3-(2-hydroxypropan-2-yl)-5-(trifluoromethyl)phenyl]ethylidene]-2-methylpropane-2-sulfonamide OC(C)(C)C=1C=C(C=C(C1)C(F)(F)F)\C(\C)=N\S(=O)(=O)C(C)(C)C